FC(CC1=CC2=C(S1)[C@@]1(C[C@@H](N(CC1)CC=1C=NN(C1)CC(CO)(CO)C)C)OCC2)F 2-[[4-[[(2'S,7R)-2-(2,2-difluoroethyl)-2'-methyl-spiro[4,5-dihydrothieno[2,3-c]pyran-7,4'-piperidine]-1'-yl]methyl]pyrazol-1-yl]methyl]-2-methyl-propane-1,3-diol